bis(4-hydroxybutyl) isophthalate C(C1=CC(C(=O)OCCCCO)=CC=C1)(=O)OCCCCO